C(C1=C(C=CC=C1)N=C=O)C1=C(C=CC=C1)N=C=O methylenedi-phenyl diisocyanate